N-(4,4-difluorocyclohexyl)-6-(2-methylpyrimidin-4-yl)-4-morpholinopyridin-2-amine FC1(CCC(CC1)NC1=NC(=CC(=C1)N1CCOCC1)C1=NC(=NC=C1)C)F